Cl.N[C@H](C(=O)N[C@H](C(=O)OC(C)C)CC1=C(C=C(C=C1)Cl)Cl)CC1=CC(=CC(=C1)SCCCl)SCCCl Isopropyl (2S)-2-[[(2S)-2-amino-3-[3,5-bis(2-chloroethylsulfanyl)phenyl]propanoyl] amino]-3-(2,4-dichlorophenyl)propanoate hydrochloride